CCCCC[C@H]1[C@@H](O1)[C@H](/C=C\\C/C=C\\C/C=C\\CCCC(=O)O)O The molecule is a 13-hydroxy-14,15-epoxy-(5Z,8Z,11Z)-icosatrienoic acid in which the three chiral centres at positions 13, 14 and 15 all have S-configuration. It has a role as a human metabolite. It is a conjugate acid of a (13S)-hydroxy-(14S,15S)-epoxy-(5Z,8Z,11Z)-icosatrienoate.